NCCOCC(OCC)OCC 2-(2-aminoethoxy)-1,1-diethoxyethane